ClC=1C=C(O[C@H](C(=O)O)C)C=C(C1CC1=CC(=C(C=C1)OC)C1=CC=CC=C1)Cl (2S)-2-[3,5-dichloro-4-[(4-methoxy-3-phenyl-phenyl)methyl]phenoxy]propanoic acid